6-(trifluoromethyl)-N-(1-(3,4,5-trimethoxyphenyl)-1H-imidazol-4-yl)-1H-pyrazolo[3,4-d]pyrimidin-4-amine FC(C1=NC(=C2C(=N1)NN=C2)NC=2N=CN(C2)C2=CC(=C(C(=C2)OC)OC)OC)(F)F